Cl.CN(CCCN1C2=C(CCC3=C1C=CC=C3)C=CC(=C2)Cl)C N,N-dimethyl-10,11-dihydro-3-chloro-5H-dibenzo[b,f]azepine-5-propylamine hydrochloride